(-)-pinanediol borate B(O)(O)O.C12(C(CCC(C1(C)C)C2)(C)O)O